2-Fluoro-N-(2-methoxy-5-(4-(piperazin-1-yl)quinazolin-6-yl)pyridin-3-yl)-4-methylbenzenesulfonamide trifluoroacetate FC(C(=O)O)(F)F.FC1=C(C=CC(=C1)C)S(=O)(=O)NC=1C(=NC=C(C1)C=1C=C2C(=NC=NC2=CC1)N1CCNCC1)OC